methyl-7-(tert-butoxycarbonyl)-3-(4-fluoro-2-(trifluoromethyl)benzyl)-5,6-dihydroimidazo[1,2-a]pyrazine CC1=NC=2N(CCN(C2)C(=O)OC(C)(C)C)C1CC1=C(C=C(C=C1)F)C(F)(F)F